(1S,3S)-3-((6-(5-(((4-(3,3-Dimethylbutyl)-1,3,5-triazin-2-yl)amino)methyl)-1-methyl-1H-1,2,3-triazol-4-yl)-2-methylpyridin-3-yl)oxy)cyclohexane-1-carboxylic acid CC(CCC1=NC(=NC=N1)NCC1=C(N=NN1C)C1=CC=C(C(=N1)C)O[C@@H]1C[C@H](CCC1)C(=O)O)(C)C